(S)-3-(3-chloro-4-fluorophenyl)-1-(1-(6,7-difluoro-1-oxo-1,2-dihydroisoquinolin-4-yl)ethyl)-1-(3-hydroxypropyl)urea ClC=1C=C(C=CC1F)NC(N(CCCO)[C@@H](C)C1=CNC(C2=CC(=C(C=C12)F)F)=O)=O